(2R,3R,4R,5S)-2-(hydroxymethyl)-1-(6-{[3-(1H-imidazol-2-yl)-5-methoxyphenyl]amino}hexyl)piperidine-3,4,5-triol OC[C@H]1N(C[C@@H]([C@H]([C@@H]1O)O)O)CCCCCCNC1=CC(=CC(=C1)OC)C=1NC=CN1